ClC=1SC(=CN1)C1CN(CC1)C(=O)C1=CC(=NN1)C1=CN=NC=C1 [3-(2-chlorothiazol-5-yl)pyrrolidin-1-yl]-(3-pyridazin-4-yl-1H-pyrazol-5-yl)methanone